CNC1=CC=C(C=N1)S(=O)(=O)NC1=C(N=CS1)C(=O)O 5-[6-(methylamino)pyridin-3-ylsulfonylamino]-1,3-thiazole-4-carboxylic acid